(E)-1-(5-bromo-2-hydroxyphenyl)-3-(3,5,6-trimethylpyrazin-2-yl)-2-propen-1-one BrC=1C=CC(=C(C1)C(\C=C\C1=NC(=C(N=C1C)C)C)=O)O